C(C)S(=O)(=O)C=1C=C(C=NC1C1=NC=2N(C=C1)N=C(C2)C(F)(F)F)NC(=O)C2CC2 N-(5-(ethylsulfonyl)-6-(2-(trifluoromethyl)pyrazolo[1,5-a]pyrimidin-5-yl)pyridin-3-yl)cyclopropanecarboxamide